N-(methyl-d3)-4-((2-methyl-5-(methylsulfonyl)-1H-pyrrolo[2,3-b]pyridin-6-yl)amino)pyridazine-3-carboxamide C(NC(=O)C=1N=NC=CC1NC1=C(C=C2C(=N1)NC(=C2)C)S(=O)(=O)C)([2H])([2H])[2H]